7-((S)-4-acryloyl-2-((methylsulfonyl)methyl)piperazin-1-yl)-9-chloro-10-(2,4-difluorophenyl)-2,3-dihydro-5H-[1,4]thiazino[2,3,4-ij]quinazolin-5-one C(C=C)(=O)N1C[C@H](N(CC1)C1=NC(N2C3=C(C(=C(C=C13)Cl)C1=C(C=C(C=C1)F)F)SCC2)=O)CS(=O)(=O)C